amino-2-(cyanomethyl)-6-(methoxycarbonyl)pyridin-1-ium N[N+]1=C(C=CC=C1C(=O)OC)CC#N